quinolonesulfonamide lithium 2'-carbamoyl-5'-methoxy-6-methyl-[4,4'-bipyridine]-3-carboxylate C(N)(=O)C1=NC=C(C(=C1)C1=C(C=NC(=C1)C)C(=O)[O-])OC.[Li+].N1C(C(=CC2=CC=CC=C12)S(=O)(=O)N)=O